ClC=1C=C(C=CC1F)NC(=O)C1=C(N(C(=C1C)C(C(=O)NC(CO)(C)C)=O)C)C N-(3-chloro-4-fluorophenyl)-5-(2-((1-hydroxy-2-methylpropan-2-yl)amino)-2-oxoacetyl)-1,2,4-trimethyl-1H-pyrrole-3-carboxamide